C(CCC)C1=CC=CC=C1 racemic-butylbenzene